NC=1C(=NC(=CN1)C1=C(C=C(C=C1)NC([C@@H](O)C1=CC(=CC(=C1)F)F)=O)Cl)C(=O)NCC(F)(F)F (S)-3-amino-6-(2-chloro-4-(2-(3,5-difluorophenyl)-2-hydroxyacetamido)phenyl)-N-(2,2,2-trifluoroethyl)pyrazine-2-carboxamide